Aminoallylcytidine-5'-Triphosphate P(O)(=O)(OP(=O)(O)OP(=O)(O)O)OC[C@@H]1[C@H]([C@H]([C@@](O1)(N1C(=O)N=C(N)C=C1)CC=CN)O)O